4-bromo-4'-adamantyl-biphenyl BrC1=CC=C(C=C1)C1=CC=C(C=C1)C12CC3CC(CC(C1)C3)C2